tert-butyl(3-chlorophenyl)(2-cyano-2-((6-(methylsulfonyl)isoquinolin-4-yl)amino)ethyl)carbamate C(C)(C)(C)OC(N(CC(NC1=CN=CC2=CC=C(C=C12)S(=O)(=O)C)C#N)C1=CC(=CC=C1)Cl)=O